2,3-Dichloro-5-trifluoromethyl-pyridine tert-butyl-(6-((5'-(4-methoxybenzyl)-6'-oxo-2,3,5,5',6,6'-hexahydrospiro[pyran-4,4'-thieno[2,3-c]pyrrol]-2'-yl)amino)pyrimidin-4-yl)carbamate C(C)(C)(C)N(C(O)=O)C1=NC=NC(=C1)NC1=CC2=C(C(N(C23CCOCC3)CC3=CC=C(C=C3)OC)=O)S1.ClC1=NC=C(C=C1Cl)C(F)(F)F